FC1=CC(=C(C=C1F)O)C 4,5-difluoro-2-methyl-phenol